3-(N-(4-bromophenyl)sulfamoyl)-N-(2-oxo-2-(piperidin-1-yl)ethyl)benzamide BrC1=CC=C(C=C1)NS(=O)(=O)C=1C=C(C(=O)NCC(N2CCCCC2)=O)C=CC1